Cl.C(C)(C)(C)N[C@H]1CN(CC1)C=1N=NC(=CN1)C1=NC=C(C=C1O)C1=CC2=CN(N=C2C(=C1)OC)C 2-{3-[(3R)-3-(tert-butylamino)pyrrolidin-1-yl]-1,2,4-triazin-6-yl}-5-(7-methoxy-2-methyl-2H-indazol-5-yl)pyridin-3-ol hydrochloride